S-(N-phenyladenosyl)-L-homocysteine C1(=CC=CC=C1)NC=1C=2N=CN([C@H]3[C@H](O)[C@H](O)[C@@H](CSCC[C@H](N)C(=O)O)O3)C2N=CN1